2-(2-azaspiro[3.3]heptan-6-yl)-7-[2-cyano-3-[[ethyl(methyl)sulfamoyl]amino]-6-fluoro-phenoxy]quinoxaline C1NCC12CC(C2)C2=NC1=CC(=CC=C1N=C2)OC2=C(C(=CC=C2F)NS(N(C)CC)(=O)=O)C#N